The molecule is a dipeptide composed of L-glutamic acid and glycine joined by a peptide linkage. It has a role as a metabolite. It is a dipeptide and a L-glutamic acid. It derives from a glycine. C(CC(=O)O)[C@@H](C(=O)NCC(=O)O)N